7-((6-((dimethylamino)methyl)-4-(tetrahydro-2H-pyran-4-yl)pyridin-2-yl)amino)-4-(7-fluoro-1,8a-dihydroimidazo[1,2-a]pyridin-3-yl)isoindolin-1-one CN(C)CC1=CC(=CC(=N1)NC=1C=CC(=C2CNC(C12)=O)C1=CNC2N1C=CC(=C2)F)C2CCOCC2